P(OC1=C(C(=CC=C1)CCCCCCCCC)CCCCCCCCC)(OC1=CC=C(C=C1)CCCCCCCCC)[O-] mono(dinonylphenyl) mono-p-nonylphenyl phosphite